[B].CN.CN bis(methylamin) boron